N-((trans)-4-(methylcarbamoyl)cyclohexyl)-2-(thiazol-5-yl)quinoline-4-carboxamide CNC(=O)[C@@H]1CC[C@H](CC1)NC(=O)C1=CC(=NC2=CC=CC=C12)C1=CN=CS1